5-cyclopropoxy-N-(5-methyl-1-(tetrahydro-2H-pyran-2-yl)-1H-pyrazol-3-yl)-6-(1-methyl-1H-pyrazol-4-yl)-2-(methylthio)-N-((2-(trimethylsilyl)ethoxy)methyl)pyrimidin-4-amine C1(CC1)OC=1C(=NC(=NC1C=1C=NN(C1)C)SC)N(COCC[Si](C)(C)C)C1=NN(C(=C1)C)C1OCCCC1